dioxazaborecane O1ONBCCCCCC1